ClC1=CC=C(C=N1)C=1C(=NC=CC1)N1CCC(CC1)N1N=NC(=C1)N 1-(1-(6'-chloro[3,3'-bipyridin]-2-yl)piperidin-4-yl)-1H-1,2,3-triazol-4-amine